4-tolylpropargyl alcohol C1(=CC=C(C=C1)C(C#C)O)C